C1(CC1)C1=C2C=CC(=CC2=CC=C1)O 5-cyclopropylnaphthalene-2-ol